ClP(=O)(Cl)Cl dichlorophosphinoyl chloride